[In].[Ni].[Cu] copper-nickel-indium